FC1=CC=C(C=N1)N 6-fluoropyridin-3-amine